Cl.C1(CC1)[C@@H](C)N (R)-1-cyclopropylethylamine hydrochloride